2,8-bis(diphenylphosphoryl)dibenzothiophene C1(=CC=CC=C1)P(=O)(C1=CC=CC=C1)C1=CC2=C(SC3=C2C=C(C=C3)P(=O)(C3=CC=CC=C3)C3=CC=CC=C3)C=C1